hydroxycitrate magnesium salt [Mg+2].OC(C(=O)[O-])C(O)(C(=O)[O-])CC(=O)[O-].OC(C(=O)[O-])C(O)(C(=O)[O-])CC(=O)[O-].[Mg+2].[Mg+2]